tert-butyl(1-(2-chloroquinolin-4-yl)cyclopropyl)carbamate C(C)(C)(C)OC(NC1(CC1)C1=CC(=NC2=CC=CC=C12)Cl)=O